ClC1=CC(=NC(=N1)C)NC=1SC(=CN1)C(=O)NC1=C(SC=C1C)Cl 2-((6-chloro-2-methylpyrimidin-4-yl)amino)-N-(2-chloro-4-methylthiophen-3-yl)thiazole-5-carboxamide